N-(5-amino-4-fluoro-2-methylphenyl)-6-fluoropyrazolo[1,5-a]pyridine-3-carboxamide NC=1C(=CC(=C(C1)NC(=O)C=1C=NN2C1C=CC(=C2)F)C)F